3-(2-amino-ethyl)-aniline dihydrochloride Cl.Cl.NCCC=1C=C(N)C=CC1